ClC1=NC=C2NC(N(C2=N1)[C@@H]1CN(C[C@H]1F)C(=O)OC(C)(C)C)=O tert-butyl (3R,4R)-3-(2-chloro-8-oxo-7,8-dihydro-9H-purin-9-yl)-4-fluoropyrrolidine-1-carboxylate